γ-glycidoxypropyl-methyl-diphenoxysilane C(C1CO1)OCCC[Si](OC1=CC=CC=C1)(OC1=CC=CC=C1)C